C(#C)C1=CC2=C(N=C(N=C2)NC2=CC=C(C=C2)S(=O)(=O)NC)N(C1=O)[C@H]1[C@](CCC1)(C)O 4-((6-ethynyl-8-((1r,2r)-2-hydroxy-2-methylcyclopentyl)-7-oxo-7,8-dihydropyrido[2,3-d]pyrimidin-2-yl)amino)-N-methylbenzenesulfonamide